C(C)(C)(C)OC(=O)N1CCC(CC1)C(=O)[O-] 1-(tert-butoxycarbonyl)piperidine-4-carboxylate